CC(C(CC)=O)=O.[Fe] iron pentanedione